CN(C(C)(C)C1CN(CCO1)C=1C=NC(=CC1)[N+](=O)[O-])C N,N-dimethyl-2-(4-(6-nitropyridin-3-yl)morpholin-2-yl)propan-2-amine